tert-butyl (E)-4-methyl-4-(3-oxo-3-(6-oxo-3,6-dihydropyridin-1(2H)-yl)prop-1-en-1-yl)piperidine-1-carboxylate CC1(CCN(CC1)C(=O)OC(C)(C)C)\C=C\C(N1CCC=CC1=O)=O